dimethyl (S)-malate C([C@@H](O)CC(=O)OC)(=O)OC